ClC1=CC=C(C(=N1)C=1C=NN(C1)C)N(C(C=O)C=1C=2C3=C(N(C(C2C=C(C1)C)=O)C)N(N=C3)CC)CC3=CC=C(C=C3)OC 2-((6-chloro-2-(1-methyl-1H-pyrazol-4-yl)pyridin-3-yl)(4-methoxybenzyl)amino)-2-(3-ethyl-4,7-dimethyl-5-oxo-4,5-dihydro-3H-pyrazolo[3,4-c]isoquinolin-9-yl)acetaldehyde